FC1=CC=C(CN2N=CC(=C2)C(=O)ON2C(CCC2=O)=O)C=C1 2,5-dioxopyrrolidin-1-yl 1-(4-fluorobenzyl)-1H-pyrazole-4-carboxylate